N-(2,3-Dihydro-5,6-dimethoxy-1H-inden-1-yl)-1,4-dihydro-2,4-dioxo-3(2H)-quinazolineacetamide COC=1C=C2CCC(C2=CC1OC)NC(CN1C(NC2=CC=CC=C2C1=O)=O)=O